trans-tertbutyl 4-acetyl-3-(2-bromo-6-chloropyridin-4-yl)-5-(methoxymethyl)piperazine-1-carboxylate C(C)(=O)N1[C@@H](CN(C[C@H]1COC)C(=O)OC(C)(C)C)C1=CC(=NC(=C1)Cl)Br